5,6,7,8-tetrahydro-1,6-naphthyridine-2-carboxamide N1=C(C=CC=2CNCCC12)C(=O)N